N-[(tetrahydrofuran-2-yl)methyl]formamide O1C(CCC1)CNC=O